C(C)NC(NC1=C(C=C(C=N1)CN1CCN(CC1)C=1C=CC(=NC1C)C(=O)NC)F)=O 5-(4-((6-(3-ethylureido)-5-fluoropyridin-3-yl)methyl)piperazin-1-yl)-N,6-dimethylpicolinamide